(3R)-7-((2S,5R)-4-acryloyl-2,5-dimethylpiperazin-1-yl)-9-chloro-3-(3-(3,3-difluoroazetidin-1-yl)propyl)-10-(2,4-difluorophenyl)-2,3-dihydro-5H-[1,4]oxazino[2,3,4-ij]quinazolin-5-one C(C=C)(=O)N1C[C@@H](N(C[C@H]1C)C1=NC(N2C3=C(C(=C(C=C13)Cl)C1=C(C=C(C=C1)F)F)OC[C@H]2CCCN2CC(C2)(F)F)=O)C